FC=1C(=NC(=CC1)F)[C@@H]1N(CCC1)C1=NC=2N(C=C1)N=CC2N2N=CC(=C2)C=2C=NC=C(C2)OC (R)-5-(2-(3,6-difluoropyridine-2-yl)pyrrolidin-1-yl)-3-(4-(5-methoxypyridin-3-yl)-1H-pyrazol-1-yl)pyrazolo[1,5-a]pyrimidine